COC1=CC(=C2C=CC=NC2=C1)C1(CC1)NC(C1=C(C=C(C(=C1)OC[C@H]1N(CC1)C)[N+](=O)[O-])C)=O (S)-N-(1-(7-Methoxyquinolin-5-yl)cyclopropyl)-2-methyl-5-((1-methylazetidin-2-yl)methoxy)-4-nitrobenzamide